1-methyl-1H-imidazole-4-carboxylic acid methyl ester COC(=O)C=1N=CN(C1)C